N1CC(C1)CCNC=1C=NC2=CC=C(C=C2C1)C=1N=CNC1C1=NC(=CC=C1)C N-[2-(azetidin-3-yl)ethyl]-6-[5-(6-methyl-2-pyridyl)-1H-imidazol-4-yl]quinolin-3-amine